Cl.N1CC(C1)OC=1C=C2C(N(C(C2=CC1)=O)C1C(NC(CC1)=O)=O)=O 5-(Azetidin-3-yloxy)-2-(2,6-dioxo-3-piperidyl)isoindoline-1,3-dione hydrochloride